C(C(C)C)[C@@H](NO[C@H](NOOCC1=CC=CC=C1)C(C)C)ON[C@H](C(SCC)=O)C[C@H]1C(NCC1)=O S-ethyl (5S,8S,11S)-8-isobutyl-5-isopropyl-3,6,9-trioxa-11-((S)-2-oxopyrrolidin-3-ylmethyl)-1-phenyl-2-oxa-4,7,10-triazadodecane-12-thioate